(2R,3S,5R)-N-(3-((E)-3-amino-2-cyano-3-oxopropen-1-yl)-4-fluorophenyl)-3-(3,4-difluoro-2-methoxyphenyl)-5-methyl-5-(trifluoromethyl)tetrahydrothiophene-2-carboxamide NC(/C(=C/C=1C=C(C=CC1F)NC(=O)[C@@H]1S[C@](C[C@H]1C1=C(C(=C(C=C1)F)F)OC)(C(F)(F)F)C)/C#N)=O